P(=O)(O)(O)O[C@H]1C[C@@H](O[C@@H]1CO)N1C=NC=2C(=O)NC(N)=NC12 2'-deoxyguanosine-3'-phosphate